C(C)(C)(C)OC(NCC1=NC=CC(=C1)C1CC(C1)C1=NC(=CC=C1)N1C[C@@H](O[C@@H](C1)C)C)=O tert-butyl((4-((1S,3s)-3-(6-((2S,6R)-2,6-dimethylmorpholino)pyridin-2-yl)cyclobutyl)pyridin-2-yl)methyl)carbamate